3-[[(1R)-1-[3,6-Dimethyl-2-(2-methylindazol-5-yl)-4-oxo-chromen-8-yl]ethyl]amino]-6-methyl-pyridine-2-carboxylic acid CC1=C(OC2=C(C=C(C=C2C1=O)C)[C@@H](C)NC=1C(=NC(=CC1)C)C(=O)O)C1=CC2=CN(N=C2C=C1)C